NC(C(=O)N1C2=C(OCC1)C=CC(=C2)C=2N=C1N(C=CC=N1)C2C2=C(C=NC=C2)C)(C)C Amino-2-methyl-1-(6-(3-(3-methylpyridin-4-yl)imidazo[1,2-a]pyrimidin-2-yl)-2,3-dihydro-4H-benzo[b][1,4]oxazin-4-yl)propan-1-one